C[C@@H]1CN(C[C@@H](O1)C=1C=NNC1C)C1=NC(=NC=C1)C1=CN=C2N1C=C(C=C2)C(F)(F)F (2R,6S)-2-methyl-6-(5-methyl-1H-pyrazol-4-yl)-4-(2-(6-(trifluoromethyl)imidazo[1,2-a]pyridin-3-yl)pyrimidin-4-yl)morpholine